C12C3CCCC3C(OC(C1)=O)C2 8-oxatricyclo[5.3.1.0(2,6)]undecan-9-one